1-(2-((2S,4R)-2-((6-bromopyridin-2-yl)carbamoyl)-4-fluoropyrrolidin-1-yl)-2-oxoethyl)-5-(4-morpholinylphenyl)-1H-indazole-3-carboxamide BrC1=CC=CC(=N1)NC(=O)[C@H]1N(C[C@@H](C1)F)C(CN1N=C(C2=CC(=CC=C12)C1=CC=C(C=C1)N1CCOCC1)C(=O)N)=O